1,3-bis(dioctylphosphino)propane hydroxy-nicotinate OC1=C(C(=O)O)C=CC=N1.C(CCCCCCC)P(CCCP(CCCCCCCC)CCCCCCCC)CCCCCCCC